methyl (2S)-2-[[(2S)-2-[(6-chloro-4-methoxy-1H-indole-2-carbonyl)amino]-3-cyclopropyl-propanoyl] amino]-3-[(3S)-2-oxo-3-piperidyl]propanoate ClC1=CC(=C2C=C(NC2=C1)C(=O)N[C@H](C(=O)N[C@H](C(=O)OC)C[C@H]1C(NCCC1)=O)CC1CC1)OC